ClC1=CC2=C(N=C(N=C2NC(C)S(=O)(=O)NC2=CC=C(C=C2)SC)N2CCN(CC2)C)C=N1 ((6-chloro-2-(4-methylpiperazin-1-yl)pyrido[3,4-d]pyrimidin-4-yl)amino)-N-(4-(methylsulfanyl)phenyl)ethane-1-sulfonamide